4-(4-amino-3-(4-phenoxyphenyl)-1H-pyrazolo[3,4-d]pyrimidin-1-yl)-3-fluoropiperidine NC1=C2C(=NC=N1)N(N=C2C2=CC=C(C=C2)OC2=CC=CC=C2)C2C(CNCC2)F